C(C=C)(=O)OC1=C(C=C(C=C1CC1=C(C(=CC(=C1)C)C(C)(C)C)O)C)C(C)(C)C 2-tert-butyl-6-[(3-tert-butyl-2-hydroxy-5-methylphenyl) methyl]-4-methylphenyl acrylate